OCC(C(C)C)NC(CC)=O N-(1-hydroxy-3-methylbutan-2-yl)propionamide